N[C@H](CC1(CCC2(C(=NNC(O2)=O)C2=C(C=C(C=C2)F)Br)CC1)O)C trans-9-((S)-2-aminopropyl)-5-(2-bromo-4-fluorophenyl)-9-hydroxy-1-oxa-3,4-diazaspiro[5.5]undeca-4-en-2-one